C(CCC)(=O)C1=CC(=C(C=N1)C=1C(N(C2=CC(=NC=C2C1)Cl)CC1CC1)=O)C 3-(6-butyryl-4-methylpyridin-3-yl)-7-chloro-1-(cyclopropylmethyl)-1,6-naphthyridin-2(1H)-one